C(C)(C)(C)OC(=O)N1CCN(CC1)C(C1=CC(=C(C=C1)NC1=NC=C(C(=N1)NC)Cl)OC)=O 4-(4-((5-Chloro-4-(methylamino)pyrimidin-2-yl)amino)-3-methoxybenzoyl)piperazine-1-carboxylic acid tert-butyl ester